Cl.Cl.COCCC(CN)N 4-Methoxybutane-1,2-diamine dihydrochloride